2-methyl-4-(trifluoro-methyl)pyridine-3-carboxylic acid CC1=NC=CC(=C1C(=O)O)C(F)(F)F